N(C1=CC=CC=C1)C1(CCC2(C(CC3=CC=CC=C23)CCCOC2=C3C(=NC=C2)CCC3C)CC1)C(=O)O (1r,4r)-4-anilino-2'-{3-[(5-methyl-6,7-dihydro-5H-cyclopenta[b]pyridin-4-yl)oxy]propyl}-2',3'-dihydrospiro[cyclohexane-1,1'-indene]-4-carboxylic acid